ClC=1C(=C(C=CC1)NC1=NC=NC2=CC(=C(C=C12)N)C#C[C@@]1(CN(CCC1)C)C)F (R)-N4-(3-chloro-2-fluorophenyl)-7-((1,3-dimethylpiperidin-3-yl)ethynyl)quinazoline-4,6-diamine